C(C1=CC=CC=C1)OCCOC=1C=CC(=NC1N1CCC(CC1)(F)F)C(=O)NN 5-(2-(Benzyloxy)ethoxy)-6-(4,4-difluoropiperidin-1-yl)picolinohydrazide